FC1=CC=C(C=C1)N1N=C(C=C1O)C 1-(4-fluorophenyl)-3-methyl-1H-pyrazol-5-ol